4-(azetidine-3-yloxy)-2,6-difluorobenzaldehyde hydrochloride Cl.N1CC(C1)OC1=CC(=C(C=O)C(=C1)F)F